C(=CC)C1=CC2=CC=CC=C2C=C1 2-(prop-1-en-1-yl)naphthalene